rac-5-((2R,5S)-1-(tert-butoxycarbonyl)-5-methylpiperidin-2-yl)thiophene-2-carboxylic Acid C(C)(C)(C)OC(=O)N1[C@H](CC[C@@H](C1)C)C1=CC=C(S1)C(=O)O |r|